(S)-5-bromo-4-fluoro-2,3-dihydrospiro[indene-1,4'-oxazolidin]-2'-one BrC=1C(=C2CC[C@]3(NC(OC3)=O)C2=CC1)F